(2,2-difluoro-2-(3-nitrophenyl)ethyl)-4-methyl-4H-1,2,4-triazole FC(CC1=NN=CN1C)(C1=CC(=CC=C1)[N+](=O)[O-])F